ClC1(COCC2=C1NC(C1=C2C=C(S1)C=1C=NNC1)=O)C 4-chloro-4-methyl-8-(1H-pyrazol-4-yl)-1,3,4,5-tetrahydro-6H-pyrano[4,3-b]thieno[3,2-d]pyridin-6-one